ClC=1C=NC(=C(C(=O)NCC2=CC(=CC(=C2)F)F)C1)OC 5-chloro-N-(3,5-difluorobenzyl)-2-methoxynicotinamide